[N+](=O)([O-])C1=C(C(=O)OCCCCCCCCCCCCCCCCCC)C(=CC(=C1)[N+](=O)[O-])[N+](=O)[O-] octadecyl 2,4,6-trinitrobenzoate